(S)-1-(benzofuran-5-yl)-N-methylpropan-2-amine hydrochloride Cl.O1C=CC2=C1C=CC(=C2)C[C@H](C)NC